ClC1=CC=C2C(=C1)NC(C21N(C(C=2N=C(N(C21)C(C)C)C=2C(=NC(=NC2)OC(C)C)OC)=O)C=2C(=NC=C(C2)Cl)C)=O 6-chloro-5'-(5-chloro-2-methylpyridin-3-yl)-2'-(2-isopropoxy-4-methoxypyrimidin-5-yl)-3'-isopropyl-3'H-spiro[indoline-3,4'-pyrrolo[3,4-d]imidazole]-2,6'(5'H)-dione